lauryl caffeate C(\C=C\C1=CC(O)=C(O)C=C1)(=O)OCCCCCCCCCCCC